C(C)(=O)NCCC1=CC=C(C=C1)O N-acetyltyramine